3-((difluoromethyl)sulfonyl)-N-((2-(6-(3,3-dimethyl-5-oxopiperazin-1-yl)pyridin-2-yl)-1,6-naphthyridin-7-yl)methyl)benzamide FC(S(=O)(=O)C=1C=C(C(=O)NCC2=NC=C3C=CC(=NC3=C2)C2=NC(=CC=C2)N2CC(NC(C2)=O)(C)C)C=CC1)F